3-(3-chloro-4-ethoxy-2-fluoro-phenyl)-4-[4-[(3S)-1-(3-fluoropropyl)pyrrolidin-3-yl]oxyphenyl]-2H-thiochromen-7-ol ClC=1C(=C(C=CC1OCC)C=1CSC2=CC(=CC=C2C1C1=CC=C(C=C1)O[C@@H]1CN(CC1)CCCF)O)F